OC=1C=C(C=CC1)C=1C(=NC=2N(C1C=1C=NNC1)N=C(C2C(C)C)C(=O)N)N2CC1=CC=CC=C1C2 (3-hydroxyphenyl)-5-(isoindolin-2-yl)-3-isopropyl-7-(1H-pyrazol-4-yl)pyrazolo[1,5-a]pyrimidine-2-carboxamide